NC1=NC=CC2=C(C=CC=C12)C=1C=C2C(=NN(C2=CC1)C1CC(CC1)(F)F)COC1=C(C(=CC=C1)C)CC(=O)O 2-(2-((5-(1-aminoisoquinolin-5-yl)-1-(3,3-difluorocyclopentyl)-1H-indazol-3-yl)methoxy)-6-methylphenyl)acetic acid